(1S,4S)-tert-Butyl 5-(4-((3-chloro-2-fluoro-4-methoxyphenyl)amino)pyrido[3,2-d]pyrimidin-6-yl)-2,5-diazabicyclo[2.2.1]heptane-2-carboxylate ClC=1C(=C(C=CC1OC)NC=1C2=C(N=CN1)C=CC(=N2)N2[C@@H]1CN([C@H](C2)C1)C(=O)OC(C)(C)C)F